N-Methyl-3-(1-methylimidazol-4-yl)-4-[[4-(trifluoromethyl)-2-pyridyl]amino]benzenesulfonamide CNS(=O)(=O)C1=CC(=C(C=C1)NC1=NC=CC(=C1)C(F)(F)F)C=1N=CN(C1)C